3-phenylpropyl (E)-3-(2,3-dihydroxyphenyl)acrylate OC1=C(C=CC=C1O)/C=C/C(=O)OCCCC1=CC=CC=C1